NC1=CC2=C(N(C(N2C)=O)C)C=C1F 5-amino-6-fluoro-1,3-dimethyl-1H-benzo[d]imidazol-2(3H)-one